O1COC2=C1C=CC(=C2)CCC(=O)NCCC2=C(C=CC=C2)F 3-(benzo[d][1,3]dioxol-5-yl)-N-(2-fluorophenethyl)propanamide